6-hydroxy-2-methyl-7-(3-{3-[(1-methylcyclobutyl)amino]pyrrolidin-1-yl}-1,2,4-triazin-6-yl)isoquinolin-1-one OC=1C=C2C=CN(C(C2=CC1C1=CN=C(N=N1)N1CC(CC1)NC1(CCC1)C)=O)C